dimethyl-pelargonylamide CC(CCCCCCCC(=O)[NH-])C